heptamethyl-isobutyl-guanidine CCC(C(NC(=N)N)(C)C)(C(C)(C)C)C